ClC1=CC(=C(C[C@@H]2CN(CCO2)C(=O)OC(C)(C)C)C(=C1)C)C1=NC=NN2C1=CC(=C2)CN2C(N(C=CC2=O)C(C)C)=O tert-butyl (R)-2-(4-chloro-2-(6-((3-isopropyl-2,6-dioxo-3,6-dihydropyrimidin-1(2H)-yl)methyl)pyrrolo[2,1-f][1,2,4]triazin-4-yl)-6-methylbenzyl)morpholine-4-carboxylate